2'-anilino-6'-(dibutylamino)-3'-methylspiro[phthalide-3,9'-xanthene] N(C1=CC=CC=C1)C1=CC=2C3(C4=CC=C(C=C4OC2C=C1C)N(CCCC)CCCC)OC(=O)C1=CC=CC=C13